BrC1=CC=C(C(=N1)C)NC1COCC1 6-bromo-2-methyl-N-(oxolan-3-yl)pyridin-3-amine